C(C)(C)(C)OC(=O)NC1CC(C1)OC1=C(CCS(=O)(=O)O)C=C(C=C1)F.OC1=C(C(=CC=2C(C3=CC=C(C(=C3C(C12)=O)O)OC)=O)O)C 1,3,8-trihydroxy-7-methoxy-2-methyl-Anthraquinone 2-((1s,3s)-3-((tert-butoxycarbonyl)amino)cyclobutoxy)-5-fluorobenzyl-methanesulfonate